4-Phenyl-5-trifluoromethyl-thiophene C1(=CC=CC=C1)C=1C=CSC1C(F)(F)F